COC(CC)O 1-Methoxy-propanol